3-(3-chloro-1H-pyrazol-1-yl)bicyclo[1.1.1]pentane-1-carboxylic acid ClC1=NN(C=C1)C12CC(C1)(C2)C(=O)O